2-(tert-butoxycarbonylamino)-1,3-benzoxazole-5-carboxylic acid C(C)(C)(C)OC(=O)NC=1OC2=C(N1)C=C(C=C2)C(=O)O